(E)-2-(2-(3-methoxyquinolin-5-yl)vinyl)isoindoline-1,3-dione COC=1C=NC2=CC=CC(=C2C1)/C=C/N1C(C2=CC=CC=C2C1=O)=O